1,1-bis(trideuteriomethyl)pent-4-ynoxy-tert-butyl-dimethyl-silane [2H]C(C(CCC#C)(O[Si](C)(C)C(C)(C)C)C([2H])([2H])[2H])([2H])[2H]